C(C1=CC=CC=C1)N(C(C(N)=O)=O)CC(C)C N'-benzyl-N'-isobutyl-oxamide